C[C@]12CCC(=O)C[C@H]1CC[C@@H]3[C@@H]2CC[C@]4([C@H]3CC[C@@H]4C(=O)CO)C The molecule is a 3-oxo-5beta-steroid formed from 11-deoxycorticosterone by reduction across the C4-C5 double bond. It has a role as a human xenobiotic metabolite. It is a 21-hydroxy steroid, a 20-oxo steroid, a 3-oxo-5beta-steroid and a primary alpha-hydroxy ketone. It derives from an 11-deoxycorticosterone. It derives from a hydride of a pregnane.